triethylene glycol monobutyl ether ((2r,3s,4r,5r)-5-(3,5-dioxo-4,5-dihydro-1,2,4-triazin-2(3H)-yl)-3,4-dihydroxytetrahydrofuran-2-yl)methyl-L-isoleucinate O=C1N(N=CC(N1)=O)[C@H]1[C@@H]([C@@H]([C@H](O1)CN[C@@H]([C@@H](C)CC)C(=O)OCCOCCOCCOCCCC)O)O